C(#N)C1=NC=CC(=C1)C=1OC2=C(C1)C(=CC=C2)COC2=C(C=CC=C2)CC(=O)OCC ethyl 2-(2-((2-(2-cyanopyridin-4-yl)benzofuran-4-yl)methoxy)phenyl)acetate